COC1=CC=C(CN(C2=CC(=C(C=C2F)C(C=O)C)Br)CC2=CC=C(C=C2)OC)C=C1 2-(4-(bis(4-methoxybenzyl)amino)-2-bromo-5-fluorophenyl)propanal